FC=1C(=C2C(=NC1)NC=C2)C=2C(=NN(C2)C)C2=NC=C(C=C2)F 5-fluoro-4-[3-(5-fluoro-2-pyridinyl)-1-methyl-pyrazol-4-yl]-1H-pyrrolo[2,3-b]pyridine